BrC1=CC=C(C=2C1=NSN2)C2=CC=C(S2)C=O 5-(7-bromobenzo[c][1,2,5]thiadiazol-4-yl)thiophene-2-carbaldehyde